C1=CC=C2C(=C1)C=C(C(=C2CC3=C(C(=CC4=CC=CC=C43)C(=O)O)[O-])[O-])C(=O)O.[Na+].[Na+] Pamoic Acid Disodium Salt